1-(2-((2S,4R)-4-fluoro-2-(2-fluoro-3-(tri-fluoromethoxy)phenyl-carbamoyl)pyrrolidin-1-yl)-2-oxoethyl)-5-(pyrimidin-5-yl)-1H-indazole-3-carboxamide F[C@@H]1C[C@H](N(C1)C(CN1N=C(C2=CC(=CC=C12)C=1C=NC=NC1)C(=O)N)=O)C(NC1=C(C(=CC=C1)OC(F)(F)F)F)=O